(5-(4-chloro-3,5-difluorophenyl)isoxazol-3-yl)-2-(3,3-dimethylbutyl)phenol ClC1=C(C=C(C=C1F)C1=CC(=NO1)C=1C(=C(C=CC1)O)CCC(C)(C)C)F